3-(fluoromethyl)oxetan FCC1COC1